O[C@@H](C(=O)N1CC2=C(N=C(NC2=O)C2(CC2)C2=CC=CC=C2)CC1)C1=CC(=CC=C1)C=1C=C2C=CC=NC2=CC1 (R)-6-(2-hydroxy-2-(3-(quinolin-6-yl)phenyl)acetyl)-2-(1-phenylcyclopropyl)-5,6,7,8-tetrahydropyrido[4,3-d]pyrimidin-4(3H)-one